F[B-](F)(F)F.O(C1=CC=CC=C1)C1=CC=C(C=C1)SC1=C2C=C3C=CC=CC3=CC2=CC=C1 5-(4-phenoxyphenyl)thioanthracene tetrafluoroborate